CC=1OC(=C(N1)C)C(=O)N1CCC2(C(C2)CNC(=O)C2=CC=3C(=CN=CC3)O2)CC1 N-[[6-(2,4-dimethyloxazole-5-carbonyl)-6-azaspiro[2.5]octan-2-yl]methyl]furo[2,3-c]pyridine-2-carboxamide